CC(C(=O)OC(CC1=C(C(=CC=C1)Cl)Cl)C1=C(C=C(C=C1)Cl)F)(C)OC1=C2C(=NC=NC2=CC(=C1)Br)NC=1C(=C2C=CC=NC2=CC1)F 1-(4-chloro-2-fluorophenyl)-2-(2,3-dichlorophenyl)ethan-1-ol methyl-2-((7-bromo-4-((5-fluoroquinolin-6-yl)amino)quinazolin-5-yl)oxy)propanoate